6-((2S,6R)-2-(1-cyclopropyl-1H-pyrazol-4-yl)-6-methylmorpholino)-8-(2,4-difluorophenyl)-3-methylpyrimido[5,4-d]pyrimidin-4(3H)-one C1(CC1)N1N=CC(=C1)[C@@H]1O[C@@H](CN(C1)C=1N=C(C=2N=CN(C(C2N1)=O)C)C1=C(C=C(C=C1)F)F)C